C(C)C=1C(=NC(=NC1)NS(=O)(=O)CC)C1=CN(C(C2=CC=CC=C12)=O)C N-[5-ethyl-4-(2-methyl-1-oxoisoquinolin-4-yl)pyrimidin-2-yl]ethanesulfonamide